CN(C=1C=C(C=CC1)OC1=CC=C(C=C1)N1C(NN=C1C)=O)C 4-(4-{[3-(dimethylamino)phenyl]oxy}phenyl)-5-methyl-2,4-dihydro-3H-1,2,4-triazol-3-one